3-Ethyl-5-methyl-2-(acetoxymethyl)-4-(2-(difluoromethoxy) phenyl)-6-(fluoromethyl)-1,4-dihydropyridine-3,5-dicarboxylate C(C)C1(C(NC(C(C1C1=C(C=CC=C1)OC(F)F)(C(=O)[O-])C)CF)COC(C)=O)C(=O)[O-]